C(C)(C)(C)C=1C=CC(=NC1)C1=NC=C(C=C1)C(C)(C)C 5,5'-di-tert-butyl-2,2'-bipyridine